FC(C(=O)O)(F)F.NC1=NN2C(N=CC=C2)=C1C(=O)N[C@@H](C)C=1C=C(C=2N(C1N1CCNS(CC1)(=O)=O)C=NC2Cl)Cl 2-Amino-N-{(1S)-1-[1,8-dichloro-5-(1,1-dioxido-1,2,5-thiadiazepan-5-yl)imidazo[1,5-a]pyridin-6-yl]ethyl}pyrazolo[1,5-a]pyrimidine-3-carboxamide trifluoroacetate salt